OC=1C=CC2=C(C(=C(O2)C(=O)OCC)C)C1 Ethyl 5-hydroxy-3-methylbenzofuran-2-carboxylate